OC1=C(CC=2OC3=C(C=C(C=C3C(C2)=O)OC)OC)C=CC=C1 (2-hydroxybenzyl)-6,8-dimethoxy-4H-chromen-4-one